N-(benzo[d]thiazol-5-yl)-4-(tert-butoxy)-2-(4-(5-chloro-2-propionylphenyl)-5-methoxy-2-oxopyridin-1(2H)-yl)butanamide S1C=NC2=C1C=CC(=C2)NC(C(CCOC(C)(C)C)N2C(C=C(C(=C2)OC)C2=C(C=CC(=C2)Cl)C(CC)=O)=O)=O